ethyl (S)-1-((1-(tert-butoxycarbonyl)-4-hydroxy-3,3-dimethylpiperidin-4-yl) methyl)-4-chloro-6-oxo-1,6-dihydropyridine-3-carboxylate C(C)(C)(C)OC(=O)N1CC([C@](CC1)(O)CN1C=C(C(=CC1=O)Cl)C(=O)OCC)(C)C